N-(1H-indol-3-yl)-6-(1H-pyrrol-3-yl)-3,4-dihydroisoquinoline-2(1H)-carboxamide N1C=C(C2=CC=CC=C12)NC(=O)N1CC2=CC=C(C=C2CC1)C1=CNC=C1